2-(pyridin-3-yl)-6-(2,6-diazaspiro[3.4]octane-2-yl)-N-(4-(trifluoromethoxy)pyridin-2-yl)pyrimidin-4-amine hydrochloride Cl.N1=CC(=CC=C1)C1=NC(=CC(=N1)NC1=NC=CC(=C1)OC(F)(F)F)N1CC2(C1)CNCC2